C1(=CC=CC2=CC=CC=C12)OC(C=C)=O.ClC1=C(C=CC=C1Cl)C=1N=C(NC1)C1=CSC=C1 4-(2,3-Dichlorophenyl)-2-(3-thienyl)imidazole (naphthyl)acrylate